C(C)(C)(C)OC(N[C@@H]1[C@H](C[C@@](CC1)(C)O)CO)=O ((1S,2S,4S)-4-hydroxy-2-(hydroxymethyl)-4-methylcyclohexyl)carbamic acid tert-butyl ester